tert-butyl ((1r,4r)-4-((1R,2S)-2-(4-(4-(2,6-dioxopiperidin-3-yl)phenyl)piperazin-1-yl)cyclopropyl)cyclohexyl)carbamate O=C1NC(CCC1C1=CC=C(C=C1)N1CCN(CC1)[C@@H]1[C@H](C1)C1CCC(CC1)NC(OC(C)(C)C)=O)=O